C(CCC)[N+](CCCC)(CCCC)CCCC.P(=O)(OC(C)(C)C)(OC(C)(C)C)[O-] di-t-butyl phosphate tetrabutylammonium salt